C(C)OC(=O)C1(CN(CCC1)C(C(C)OC1=CC=C2C(=CC(OC2=C1)=O)C1=C(C=CC=C1)C)=O)C 3-methyl-1-[2-[4-(o-tolyl)-2-oxo-chromen-7-yl]oxypropionyl]piperidine-3-carboxylic acid ethyl ester